C(C)(C)(C)OC(=O)N1[C@@H]2CN([C@H](C1)C2)C2=CC=C(C=C2)OCC tert-butyl-(1s,4s)-5-(4-ethoxyphenyl)-2,5-diazabicyclo[2.2.1]heptane-2-carboxylate